Methyl 2-((4-(6-((4-cyano-2-fluorobenzyl)oxy)pyridin-2-yl)piperidin-1-yl)methyl)-1-(2-methoxyethyl)-4-(methoxymethyl)-1H-benzo[d]imidazole-6-carboxylate C(#N)C1=CC(=C(COC2=CC=CC(=N2)C2CCN(CC2)CC2=NC3=C(N2CCOC)C=C(C=C3COC)C(=O)OC)C=C1)F